C[C@@H](C(CC)=O)C[C@H]([C@@H](CC)O)C |r| (4R,6R,7R)-(±)-4,6-dimethyl-7-hydroxy-nonan-3-one